C1(=CC=CC=C1)C1CN(CCCN1)C1=NC=CC(=N1)NC=1C=C2C=NNC2=CC1 N-(2-(3-phenyl-1,4-diazepan-1-yl)pyrimidin-4-yl)-1H-indazol-5-amine